1-(((3S)-1-((3-(pentyloxy)-1-azetidinyl)sulfonyl)-3-piperidinyl)carbonyl)-N-(4-(trifluoromethyl)benzyl)-D-prolinamide C(CCCC)OC1CN(C1)S(=O)(=O)N1C[C@H](CCC1)C(=O)N1[C@H](CCC1)C(=O)NCC1=CC=C(C=C1)C(F)(F)F